aluminum-yttrium borate B([O-])([O-])[O-].[Y+3].[Al+3].B([O-])([O-])[O-]